NCCC#CC=1C=C(C(=O)N([C@H]2CNCCC2)C2=NC=CC3=CC=CC(=C23)C)C=CC1 (R)-3-(4-aminobut-1-yn-1-yl)-N-(8-methylisoquinolin-1-yl)-N-(piperidin-3-yl)benzamide